(6-(trifluoromethoxy)pyridin-3-yl)methanol FC(OC1=CC=C(C=N1)CO)(F)F